COC(C(=CC1=CC=CC=C1)C=1N=NN(C1)CC1=C(C(=CC=C1)OC)OC)=O (1-(2,3-Dimethoxybenzyl)-1H-1,2,3-triazol-4-yl)cinnamic acid methyl ester